COC(\C=C\CP(=O)(CC)CC)=O (2E)-4-(diethylphosphoryl)but-2-enoic acid methyl ester